C(C#CCCCCCCCCC)(=O)O dodecynic acid